N1[C@@H](CCC1=O)C(=O)[NH-] L-pyroglutamyl-amide